NC1=NC=NN2C1=C(N=C2[C@H]2CN(CC2)C(=O)OCC2=CC=CC=C2)C2=CC=C(C=C2)CNC(C2=C(C=CC(=C2)F)OC)=O benzyl (R)-3-(4-amino-5-(4-((5-fluoro-2-methoxybenzamido)methyl)phenyl)imidazo[5,1-f][1,2,4]triazin-7-yl)pyrrolidine-1-carboxylate